7-Bromo-1-methyl-3,4-dihydro-1H-pyrido[2,3-e][1,4]diazepin-5(2H)-one-3-d BrC1=CC2=C(N(CC(NC2=O)[2H])C)N=C1